ClC1=C(C#N)C=C(C=C1)C(=O)N1CC=2C(=NN3C2C(N(CC3)C(C)C3=CC(=CC=C3)OC(F)(F)F)=O)C[C@H]1C 2-Chloro-5-((3R)-3-methyl-10-oxo-9-(1-(3-(trifluoromethoxy)phenyl)ethyl)-1,2,3,4,7,8,9,10-octahydropyrido[4',3':3,4]pyrazolo[1,5-a]pyrazine-2-carbonyl)benzonitrile